ClC=1C=CC(=C(C1)C1=C(N=CN1)C=1N=C2C=C(C=NC2=CC1)NCCN1C(CNCC1)CC(=O)O)F 2-[1-[2-[[6-[5-(5-chloro-2-fluoro-phenyl)-1H-imidazol-4-yl]-1,5-naphthyridin-3-yl]amino]ethyl]piperazin-2-yl]acetic acid